C(C)(C)OC(=O)C1=CNC=2N=CN=C(C21)N[C@H]2CN[C@H](CC2)C 4-(((3r,6s)-6-methylpiperidin-3-yl)amino)-7H-pyrrolo[2,3-d]pyrimidine-5-carboxylic acid isopropyl ester